(5-(2,6-difluoro-4-methoxyphenyl)-2-(6-(1-hydroxycyclobutyl)pyridin-2-yl)-1-methyl-3-oxo-2,3-dihydro-1H-pyrazol-4-yl)-4-(difluoromethoxy)benzamide FC1=C(C(=CC(=C1)OC)F)C1=C(C(N(N1C)C1=NC(=CC=C1)C1(CCC1)O)=O)C1=C(C(=O)N)C=CC(=C1)OC(F)F